O=C1NC(CCC1N1CC2=CC=C(C=C2C1=O)CNC(OCC1CSC1)=O)=O (thietan-3-yl)methyl N-{[2-(2,6-dioxopiperidin-3-yl)-3-oxo-2,3-dihydro-1H-isoindol-5-yl]methyl}carbamate